3,6-Dibromopyridineformaldehyde BrC=1C(=NC(=CC1)Br)C=O